2-aminopyrazine succinate C(CCC(=O)O)(=O)O.NC1=NC=CN=C1